ClC1=CC2=C(N=C(N=C2NC(C)S(=O)(=O)NC2=CC(=CC=C2)SC)N2CCN(CC2)C)C=N1 ((6-chloro-2-(4-methylpiperazin-1-yl)pyrido[3,4-d]pyrimidin-4-yl)amino)-N-(3-(methylsulfanyl)phenyl)ethane-1-sulfonamide